C(C)(=O)N1CCC(CC1)NCC1=C(C=C(C=C1)C1=NC=CC(=C1Cl)C=1C(=C(C=CC1)NC(=O)C1=CC=C(C=N1)CN(C(OC(C)(C)C)=O)CCO)C)OC tert-butyl ((6-((3-(2-(4-(((1-acetylpiperidin-4-yl)amino)methyl)-3-methoxyphenyl)-3-chloropyridin-4-yl)-2-methylphenyl)carbamoyl)pyridin-3-yl)methyl)(2-hydroxyethyl)carbamate